CC(CC=O)C 3-meth-ylbutanal